(pyridin-2-yl)methanone N1=C(C=CC=C1)C=O